FC=1C=C(NC2=NC=C(C(=N2)N[C@H](CO)C2=CC=CC=C2)C2=NNC(=N2)C)C=CC1S(=O)(=O)C (2S)-2-[[2-(3-fluoro-4-methylsulfonyl-anilino)-5-(5-methyl-1H-1,2,4-triazol-3-yl)pyrimidin-4-yl]amino]-2-phenyl-ethanol